triisobutylene CC(=CC(C)(C)CC(C)(C)C)C